sulfonylbis(diethylamine) S(=O)(=O)(N(CC)CC)N(CC)CC